C1(=CC=CC=C1)P.[Pd].[Pd] di-palladium Phenylphosphine